1-Hexadecyl-3-methylimidazolium bromide [Br-].C(CCCCCCCCCCCCCCC)N1C=[N+](C=C1)C